tert-butoxycarbonyl-(pyrrolidin-2-yl)-3-methoxy-2-methylpropanoic acid C(C)(C)(C)OC(=O)C(C(C(=O)O)(C)C1NCCC1)OC